N(C1=CC=CC=C1)C1=C(NC2=C1C(NC1(C2)CCC1)=O)C1=CC(=NC=C1)NC(CC1=CC=C(C=C1)F)=O N-[4-(3'-anilino-4'-oxo-1',4',5',7'-tetrahydrospiro[cyclobutane-1,6'-pyrrolo[3,2-c]pyridin]-2'-yl)pyridin-2-yl]-2-(4-fluorophenyl)acetamide